C[Si](C)(C)OC(C(=C)C)=O.C(C(=C)C)(=O)OC1=CC=CC=C1 phenyl methacrylate trimethylsilyl-methacrylate